2-((2-((3-(1-(4-bromophenyl)cyclopropyl)-1,2,4-oxadiazol-5-yl)methyl)acryloyl)oxy)acetic acid BrC1=CC=C(C=C1)C1(CC1)C1=NOC(=N1)CC(C(=O)OCC(=O)O)=C